bis(2-methyl-4-(N-carbazolyl)indenyl)hafnium CC=1C(C2=CC=CC(=C2C1)N1C2=CC=CC=C2C=2C=CC=CC12)[Hf]C1C(=CC2=C(C=CC=C12)N1C2=CC=CC=C2C=2C=CC=CC12)C